Cl.N1(N=CN=C1)CC1(C(CC2=CC(=CC=C12)OC1=CC=C(C=C1)Cl)(C)C)O 1-((1H-1,2,4-triazol-1-yl)methyl)-5-(4-chlorophenoxy)-2,2-dimethyl-2,3-dihydro-1H-indene-1-ol hydrochloride